FC=1C=C2C=NN(C2=CC1/C=C/C(=O)O)C1OCCCC1 (E)-3-(5-fluoro-1-(tetrahydro-2H-pyran-2-yl)-1H-indazol-6-yl)acrylic acid